2-Amino-4-(5-chloro-3-((3S,4R)-3-hydroxy-4-(isopropyl(methyl)amino)pyrrolidin-1-yl)-7,9-dihydrofuro[3,4-f]quinazolin-6-yl)-7-fluorothieno[3,2-c]pyridine-3-carbonitrile NC1=C(C=2C(=NC=C(C2S1)F)C=1C2=C(C=3C=NC(=NC3C1Cl)N1C[C@@H]([C@@H](C1)N(C)C(C)C)O)COC2)C#N